ClS(=O)(=O)CCNC(OCC1=CC=CC=C1)=O Benzyl (2-(chlorosulfonyl)ethyl)carbamate